2-methylpropan-2-yl (2R)-1-{[2-({2-[(2-bromoethyl)oxy]ethyl}oxy)-4-[(1E)-2-(2-methyl-3-phenylphenyl)vinyl]-5-(trifluoromethyl)phenyl]methyl}hexahydropyridine-2-carboxylate BrCCOCCOC1=C(C=C(C(=C1)\C=C\C1=C(C(=CC=C1)C1=CC=CC=C1)C)C(F)(F)F)CN1[C@H](CCCC1)C(=O)OC(C)(C)C